(3R,5R)-3,5-dimethyl-4-(4-(1-methyl-1H-pyrazol-5-yl)-7-(1H-pyrazol-5-yl)imidazo[1,5-b]pyridazin-2-yl)morpholine C[C@H]1N([C@@H](COC1)C)C=1C=C(C=2N(N1)C(=NC2)C2=CC=NN2)C2=CC=NN2C